C1(CC1)C=1N=CN(C1)C=1C(=CC(=C(C1)NC(C1=NC(=CC=C1)C1=NN=CN1C1COC1)=O)F)C N-(5-(4-cyclopropyl-1H-imidazol-1-yl)-2-fluoro-4-methylphenyl)-6-(4-(oxetan-3-yl)-4H-1,2,4-triazol-3-yl)picolinamide